diethyl-dimethylamine C(C)C(NC)CC